[Na].C(C)(C)(C)OC(=O)N1CCC(CC1)C1=C(N(C=C1)S(NC(=O)OCC1=CC=CC=C1)(=O)=O)C(=O)OCC1=CC=CC=C1 4-[2-Benzyloxycarbonyl-1-(benzyloxycarbonyl-sulfamoyl)pyrrol-3-yl]piperidine-1-carboxylic acid tert-butyl ester, sodium salt